(2S)-tert-butyl 3-(benzyloxy)-2-(4-(1-(2,6-dioxopiperidin-3-yl)-3-methyl-2-oxo-2,3-dihydro-1H-benzo[d]imidazol-5-yl)piperidin-1-yl)propanoate C(C1=CC=CC=C1)OC[C@@H](C(=O)OC(C)(C)C)N1CCC(CC1)C1=CC2=C(N(C(N2C)=O)C2C(NC(CC2)=O)=O)C=C1